(2S,4S)-4-fluoro-1-[2-[(3S)-3-[(8-ethoxy-5-quinolyl)amino]pyrrolidin-1-yl]acetyl]pyrrolidine-2-carbonitrile F[C@H]1C[C@H](N(C1)C(CN1C[C@H](CC1)NC1=C2C=CC=NC2=C(C=C1)OCC)=O)C#N